di(pentadecan-7-yl) 3,3'-((2-(1-(2-(dimethylamino)ethyl)-1H-pyrazol-4-yl)ethyl)azanediyl)dipropionate CN(CCN1N=CC(=C1)CCN(CCC(=O)OC(CCCCCC)CCCCCCCC)CCC(=O)OC(CCCCCC)CCCCCCCC)C